C(C1=CC=CC=C1)OC1=C2N=CN(C2=NC(=N1)N1CCOCC1)C1=CC(=NC=C1)C(F)(F)F 4-(6-(Benzyloxy)-9-(2-(trifluoromethyl)pyridin-4-yl)-9H-purin-2-yl)morpholine